5-(3-methylphenyl)-indole-3-acetic Acid CC=1C=C(C=CC1)C=1C=C2C(=CNC2=CC1)CC(=O)O